ClC1=CC=C(C=C1)C(N1C[C@@H](N(C[C@H]1C)C(=O)OC(C)(C)C)C)C1CC(C1)(F)F tert-Butyl (2S,5R)-4-((4-chlorophenyl)(3,3-difluorocyclobutyl)methyl)-2,5-dimethylpiperazine-1-carboxylate